tert-butyl 3-(2,6-dichloropyrimidin-4-yl)-3,8-diazabicyclo[3.2.1]octane-8-carboxylate ClC1=NC(=CC(=N1)N1CC2CCC(C1)N2C(=O)OC(C)(C)C)Cl